5-[5-[chloro(difluoro)methyl]-1,2,4-oxadiazol-3-yl]-N-[1-cyclopropylethyl]pyrimidin-2-amine ClC(C1=NC(=NO1)C=1C=NC(=NC1)NC(C)C1CC1)(F)F